ClC1=C2C(=CN=CC2=CC=C1)C(NC(=O)[C@@H]1[C@H]2C([C@H]2CN1C([C@H](C(C)(C)C)NC1=NC=CN=C1Cl)=O)(C)C)C#N (1R,2S,5S)-N-[(5-chloro-4-isoquinolyl)-cyano-methyl]-3-[(2S)-2-[(3-chloropyrazin-2-yl)amino]-3,3-dimethyl-butanoyl]-6,6-dimethyl-3-azabicyclo[3.1.0]hexane-2-carboxamide